CN1CCC(CC1)NC1CCOCC1 methyl-N-(tetrahydro-2H-pyran-4-yl)piperidin-4-amine